NC1=CC(=NC=N1)C1=NOC(=C1)C1=CC(=C2C(NC3(C2=C1)CCCCC3)=O)C 6'-(3-(6-Aminopyrimidin-4-yl)isoxazol-5-yl)-4'-methylspiro[cyclohexane-1,1'-isoindolin]-3'-one